C(CCC\C=C/C\C=C/C\C=C/C\C=C/CCCCC)C(O)CN anti-arachidonylethanolamine